ClC1=C(C2=CC=CC=C2C(=C1)Cl)OCC(=O)O 2,4-dichloronaphthyloxyacetic acid